C(C=C)(=O)N1C[C@@H](CC1)C1=CN(C=2C(=NNC(C21)=O)N)C2=CC=C(C=C2)OC2=C(C=CC(=C2)F)F (S)-3-(1-Acryloylpyrrolidin-3-yl)-7-amino-1-(4-(2,5-difluorophenoxy)phenyl)-1,5-dihydro-4H-pyrrolo[2,3-d]pyridazin-4-on